NC1C(CC(CC1)C1CCCCC1)N 1,2-diamino-4-cyclohexylcyclohexane